Cerium uranium [U].[Ce]